T-butyl (S)-5-oxo-8-(trifluoromethyl)-1,2,4,4a,5,6-hexahydro-3H-pyrazino[1,2-a]quinoxalin-3-carboxylate O=C1[C@H]2N(C3=CC=C(C=C3N1)C(F)(F)F)CCN(C2)C(=O)OC(C)(C)C